(S)-N-(3-(2-((1,5-dimethyl-1H-pyrazol-3-yl)amino)-5-methylpyrimidin-4-yl)-1H-indol-7-yl)-2-(3-((4-(piperidin-1-yl)pyrimidin-2-yl)oxy)pyrrolidin-1-yl)acetamide CN1N=C(C=C1C)NC1=NC=C(C(=N1)C1=CNC2=C(C=CC=C12)NC(CN1C[C@H](CC1)OC1=NC=CC(=N1)N1CCCCC1)=O)C